ClC1=CC=C(CNC(=O)C2=CC=3C(=C(N=NC3)OCC3(CC3)S(=O)(=O)N3CCCC3)N(C2=O)C)C=C1 N-(4-chlorobenzyl)-1-methyl-2-oxo-8-((1-(pyrrolidin-1-ylsulfonyl)cyclopropyl)methoxy)-1,2-dihydropyrido[2,3-d]pyridazine-3-carboxamide